(E)-7-methoxy-3-methyl-7-oxohept-2-enoic acid COC(CCC/C(=C/C(=O)O)/C)=O